1-butyl-3-methyl-imidazole methyl-sulfate COS(=O)(=O)O.C(CCC)N1CN(C=C1)C